C(C)S(=O)(=O)C=1C(=NC(=CC1)N1N=CN=C1)C1=CC2=C(C=N1)N(C=N2)CC(C(F)(F)F)(F)F 6-[3-ethylsulfonyl-6-(1,2,4-triazol-1-yl)-2-pyridyl]-3-(2,2,3,3,3-pentafluoropropyl)imidazo[4,5-c]pyridine